CC(CCCCCCCC)C(CCCCCCCCCCCCC(=O)OCC(O)CO)(C(C)CCCCCCCC)C(C)CCCCCCCC glycerol tri(2-decyl)tetradecanoate